[Si](C1=CC=CC=C1)(C1=CC=CC=C1)(C(C)(C)C)OCCCCC1N(C2=NC=CC=C2CC1)C(=O)OCC ethyl 2-(4-((tert-butyldiphenylsilyl)oxy)butyl)-3,4-dihydro-1,8-naphthyridine-1(2H)-carboxylate